N-(N-methyl-N-butyl-1,2,3,4-tetrahydro-2-amino-dibenzofur-8-yl)-5-bromobenzo[b]thien-2-carboxamide CN(C1CC2=C(OC3=C2C=C(C=C3)NC(=O)C3=CC2=C(S3)C=CC(=C2)Br)CC1)CCCC